(S)-4-((2,4-difluorophenyl)fluoromethyl)piperidine hydrochloride Cl.FC1=C(C=CC(=C1)F)[C@H](C1CCNCC1)F